1-(tert-butyl) 3-(2-oxo-2-(p-tolyl)ethyl) 4-(2-(methylthio)propanoyl)piperazine-1,3-dicarboxylate CSC(C(=O)N1C(CN(CC1)C(=O)OC(C)(C)C)C(=O)OCC(C1=CC=C(C=C1)C)=O)C